5-(1-(cyclohexylmethyl)piperidin-3-yl)-2-(2-methoxyquinolin-8-yl)-2,4-dihydro-3H-1,2,4-triazol-3-one C1(CCCCC1)CN1CC(CCC1)C=1NC(N(N1)C=1C=CC=C2C=CC(=NC12)OC)=O